C(C)(C)(C)OC(=O)N1CC2=CC(=CC=C2CC1)OCC1=CC(=CC=C1)F 7-((3-Fluorobenzyl)oxy)-3,4-dihydroisoquinoline-2(1H)-carboxylic acid tert-butyl ester